(6aS,12bR)-(-)-3,4-dimethyl-10-bromo-11-hydroxy-5,6,6a,7,8,12b-hexahydrobenzo[a]phenanthridine CC1=C(C=2CN[C@H]3CCC4=C([C@@H]3C2C=C1)C=C(C(=C4)Br)O)C